(1R,3S)-2,2-dimethylcyclobutane-1,3-dicarboxylic acid CC1([C@@H](C[C@@H]1C(=O)O)C(=O)O)C